N[C@@H]1C2=CC=CC=C2CC12CCN(CC2)C2=NC(=C(C(=N2)C(=O)N)C2=C(C(=CC=C2)Cl)Cl)C 2-((S)-1-amino-1,3-dihydrospiro[indene-2,4'-piperidin]-1'-yl)-5-(2,3-dichlorophenyl)-6-methylpyrimidine-4-carboxamide